methyl 1-(2-(1H-pyrazol-1-yl)ethyl)-4-fluoro-2-(hydroxymethyl)-1H-benzo[d]imidazole-6-carboxylate N1(N=CC=C1)CCN1C(=NC2=C1C=C(C=C2F)C(=O)OC)CO